cyclopropylmethyl-2-[[(1R,2S)-2-fluorocyclopropanecarbonyl]amino]-4,5,6,7-tetrahydrobenzothiophene-3-carboxamide C1(CC1)CC1CCCC2=C1C(=C(S2)NC(=O)[C@@H]2[C@H](C2)F)C(=O)N